COC(=O)C1=CC=C(C=C1)[C@@H]1C=C(CCN1C(=O)OCC1=CC=CC=C1)C=1C=NN(C1)CC benzyl (S)-6-(4-(methoxycarbonyl) phenyl)-4-(1-ethyl-1H-pyrazol-4-yl)-3,6-dihydropyridine-1(2H)-carboxylate